BrC1=C(C=CC(=C1)C(C)C#N)N1CC2CCC(C1)N2C(=O)OC(C)(C)C tert-Butyl 3-[2-bromo-4-(1-cyanoethyl)phenyl]-3,8-diazabicyclo[3.2.1]octane-8-carboxylate